tert-butyl 3-(((S)-1-(4-bromophenyl)-2,2,2-trifluoroethyl)carbamoyl)pyrrolidine-1-carboxylate BrC1=CC=C(C=C1)[C@@H](C(F)(F)F)NC(=O)C1CN(CC1)C(=O)OC(C)(C)C